ClC1=C2C=CC(OC2=CC=C1C(=O)NC1=CC=C2C(=NN(C2=C1)CCC1CCN(CC1)C)C)(C)C 5-chloro-2,2-dimethyl-N-(3-methyl-1-(2-(1-methylpiperidin-4-yl)ethyl)-1H-indazol-6-yl)-2H-chromene-6-carboxamide